N-(5-(((5-(tert-butyl)oxazol-2-yl)methyl)thio)thiazol-2-yl)-1-((2-(2,6-dioxopiperidin-3-yl)-4-fluoro-1-oxoisoindolin-5-yl)methyl)piperidine-4-carboxamide C(C)(C)(C)C1=CN=C(O1)CSC1=CN=C(S1)NC(=O)C1CCN(CC1)CC=1C(=C2CN(C(C2=CC1)=O)C1C(NC(CC1)=O)=O)F